C(CCC=C)OC1OCCC1 (pent-4-en-1-yloxy)tetrahydrofuran